C(C)N(C1CN(CC1)C(C)C=1C=C(C=CC1)NC1=NC=C(C(=N1)NC=1C=CC2=C(NC(O2)=O)C1)C)CC 5-(2-(3-(1-(3-(diethylamino)pyrrolidin-1-yl)ethyl)phenylamino)-5-methylpyrimidin-4-ylamino)benzo[d]oxazol-2(3H)-one